(1-methylcyclopropyl)methylamine hydrochloride Cl.CC1(CC1)CN